1-(tert-butyl) 3-methyl 5-isobutoxypiperidine-1,3-dicarboxylate C(C(C)C)OC1CC(CN(C1)C(=O)OC(C)(C)C)C(=O)OC